OCCN1CCN(CC1)CCC(=O)OC(C(=O)OCCCCCCCCCCCCC)C(=O)OCCCCCCCCCCCCC ditridecyl 2-((3-(4-(2-hydroxyethyl)piperazin-1-yl)propanoyl)oxy)malonate